2-iodo-1-methyl-imidazole IC=1N(C=CN1)C